CN(CC(C)N(CCO)C)C trimethyl-N'-(2-hydroxyethyl)propylenediamine